4-hydroxy-methyl-L-proline OC1C[C@H](N(C1)C)C(=O)O